C(C)OC1=C(OCCNCC2OCC3=CC(=C(C=C3C2=O)S(=O)(=O)N)OC)C=CC=C1 3-(((2-(2-ethoxyphenoxy)ethyl)amino)methyl)-7-methoxy-4-oxoisochroman-6-sulfonamide